F[C@H]1CN(CC[C@H]1OCC1CC(C1)C1=CC=CC=2NC(N(C21)C)=O)C(=O)OC(C)(C)C tert-butyl (3S,4R)-3-fluoro-4-[[3-(3-methyl-2-oxo-1H-benzimidazol-4-yl)cyclobutyl]methoxy]piperidine-1-carboxylate